(1S,2R,4aS,6aS,6bR,8aR,15aR,15bR,17bS)-1,2,6a,6b,9,9,15a-heptamethyl-1,2,3,4,4a,5,6,6a,6b,7,8,8a,9,15,15a,15b,16,17b-octadecahydrochryseno[1,2-g]isoxazolo[5,4-b]Quinolin C[C@H]1[C@@H](CC[C@H]2CC[C@]3([C@@]4(CC[C@@H]5[C@](CC=6C=C7C(=NC6C5(C)C)ON=C7)([C@H]4CC=C3[C@H]12)C)C)C)C